3-[[(2R,5S)-2-[[bis(4-methoxyphenyl)-phenyl-methoxy]methyl]-5-(2,4-dioxopyrimidin-1-yl)-4-fluoro-4-methyl-tetrahydrofuran-3-yl]oxy-(diisopropylamino)phosphanyl]oxypropanenitrile COC1=CC=C(C=C1)C(OC[C@H]1O[C@@H](C(C1OP(OCCC#N)N(C(C)C)C(C)C)(C)F)N1C(NC(C=C1)=O)=O)(C1=CC=CC=C1)C1=CC=C(C=C1)OC